FC1=C(C(=CC=C1)F)CN1C(N(N=C1)C=1C=NC(=C(C1)F)OC)=O 4-[(2,6-difluorophenyl)methyl]-2-(5-fluoro-6-methoxy-3-pyridyl)-1,2,4-triazol-3-one